C1(CC1)C1=NN(C=N1)C1CC2(CN(C2)C(=O)N2CC3(CN(C3)S(=O)(=O)C3=CC=C(C(=O)O)C=C3)C2)C1 4-[[6-[6-(3-cyclopropyl-1,2,4-triazol-1-yl)-2-azaspiro[3.3]heptane-2-carbonyl]-2,6-diazaspiro[3.3]heptan-2-yl]sulfonyl]benzoic acid